ClC(CCC(=O)NN)C1=CC=CC=C1 4-chloro-N'-phenylbutyrylhydrazine